C(C)(C)(C)OC(=O)NC1=C(C(=NN1C(C)C)C1=CC(=C(C(=C1)F)CC(=O)O)F)C#N 2-[4-[5-(tert-Butoxycarbonylamino)-4-cyano-1-isopropyl-pyrazol-3-yl]-2,6-difluorophenyl]acetic acid